BrC=1C=C(C=C(C1)Br)CC(=O)NCC 2-(3,5-Dibromophenyl)-N-ethylacetamide